O=C(CC(C(=O)[O-])C1=CC=C(C=C1)C)CC(C(=O)[O-])C1=CC=C(C=C1)C 2-oxopropane-1,3-diylbis(2-(p-tolyl) acetate)